2-(3-(benzyloxy)phenyl)-4,4,5,5-tetramethyl-1,3,2-dioxaborolane C(C1=CC=CC=C1)OC=1C=C(C=CC1)B1OC(C(O1)(C)C)(C)C